CC1=NC=CN=C1C 2,3-dimethylpyrazine